The molecule is 4-Methoxy-N-phenylbenzamide in which the hydrogen at the 2 position of the phenyl group is substituted by a 2-(1-methylpiperidin-2-yl)ethyl group. A class Ic antiarrhythmic, the hydrochloride was used for the treatment of severe or life-threatening ventricular arrhythmias, but it was associated with increased death rates in patients who had asymptomatic heart rhythm abnormalities after a recent heart attack and was withdrawn from the market. It has a role as an anti-arrhythmia drug and a sodium channel blocker. It is a member of piperidines and a member of benzamides. CN1CCCCC1CCC2=CC=CC=C2NC(=O)C3=CC=C(C=C3)OC